FC=1C=C(CC2(CCC2)C#N)C=C(C1)F 1-(3,5-difluorobenzyl)cyclobutane-1-carbonitrile